1,1-bis(4-fluorophenyl)-1,2-propanediol FC1=CC=C(C=C1)C(C(C)O)(O)C1=CC=C(C=C1)F